2-[1-[(2,3-difluorophenyl)methyl]-5-oxopyrrolidin-2-yl]-N-(isochinolin-5-ylmethyl)acetamid FC1=C(C=CC=C1F)CN1C(CCC1=O)CC(=O)NCC1=C2C=CN=CC2=CC=C1